(2S,4R)-1-(ethylsulfonyl)-4-(2-fluoro-4-(1H-pyrrolo[2,3-b]pyridin-4-yl)phenoxy)-N-methylpyrrolidine-2-amide C(C)S(=O)(=O)N1[C@@H](C[C@H](C1)OC1=C(C=C(C=C1)C1=C2C(=NC=C1)NC=C2)F)C(=O)NC